COC1=C(C=CC(=C1)OC)CN1C(C2C(C1=O)C=C(C2)[Sn](C)(C)C)=O 2-[(2,4-dimethoxyphenyl)methyl]-5-trimethylstannyl-6,6a-dihydro-3aH-cyclopenta[c]pyrrole-1,3-dione